(3-isobutylureido)-1-methyl-1H-pyrazole-3-carboxylic acid C(C(C)C)NC(NC=1C(=NN(C1)C)C(=O)O)=O